C(#N)N1CC=2N=C(N=C(C2C1)C1=CC=CC=C1)CC(=O)N (6-cyano-4-phenyl-6,7-dihydro-5H-pyrrolo[3,4-d]pyrimidin-2-yl)acetamide